1-Methyl-4-{4-[1-(3-methylphenyl)-1H-pyrazol-3-yl]piperidin-1-yl}-2-oxo-1,2-dihydroquinoline-3-carboxamide CN1C(C(=C(C2=CC=CC=C12)N1CCC(CC1)C1=NN(C=C1)C1=CC(=CC=C1)C)C(=O)N)=O